ClC=1C(=CC2=C([C@@H]([C@](O2)(C2=CC=CC=C2)CNC2CCC(CC2)(C)O)C)C1C1=C(C(=O)N)C=CC(=C1F)OCCOC)F 2-((2s,3s,4s)-5-chloro-6-fluoro-2-((((trans)-4-hydroxy-4-methylcyclohexyl)amino)methyl)-3-methyl-2-phenyl-2,3-dihydrobenzofuran-4-yl)-3-fluoro-4-(2-methoxyethoxy)benzamide